(3,4-Dimethoxyphenyl)-2-(2-methyl-1H-benzo[d]imidazol-1-yl)acetamide COC=1C=C(C=CC1OC)C(C(=O)N)N1C(=NC2=C1C=CC=C2)C